silicon chlorimide N(Cl)Cl.[Si]